COC(C1=CC(=CC(=C1)C=1SC(=CN1)C)OCC1CC1)=O 3-(Cyclopropylmethoxy)-5-(5-methyl-1,3-thiazol-2-yl)benzoic acid methyl ester